C(CCCCCCC\C=C/C\C=C/CCCCC)(=O)OCC(O)CO Glyceryl Monolinoleate